(1R)-4'-chloro-2',3'-difluoro-3-oxospiro[cyclohexane-1,1'-indene]-4-carboxylic acid methyl ester COC(=O)C1C(C[C@]2(C(=C(C3=C(C=CC=C23)Cl)F)F)CC1)=O